3-(1-amino-2-methylpropan-2-yl)-N-(2-((4-(3'-(hydroxymethyl)-5'-(trifluoromethyl)-[1,1'-biphenyl]-3-yl)thiazol-2-yl)amino)-2-oxoethyl)benzamide NCC(C)(C)C=1C=C(C(=O)NCC(=O)NC=2SC=C(N2)C=2C=C(C=CC2)C2=CC(=CC(=C2)C(F)(F)F)CO)C=CC1